1-(4-isopropoxybenzyl)-1H-indole-5-carboxylic acid C(C)(C)OC1=CC=C(CN2C=CC3=CC(=CC=C23)C(=O)O)C=C1